ClC1=CC=C(C=C1)C1=NN(C[C@@H]1C1=CC=CC=C1)/C(/NCCNS(N)(=O)=O)=N/S(=O)(=O)C1=CC=C(C=C1)Cl (S,E)-3-(4-chlorophenyl)-N'-((4-chlorophenyl)sulfonyl)-4-phenyl-N-(2-(sulfamoylamino)ethyl)-4,5-dihydro-1H-pyrazole-1-carboximidamide